FC(C(=O)O)(F)F.N1C(CC2=CC=CC=C12)=O indoline-2-one trifluoroacetate salt